biotin phosphoroamidite P(O)(O)N.OC(=O)CCCC[C@@H]1SC[C@@H]2NC(=O)N[C@H]12